4-[4-[8-chloro-7-[2-methyl-3-(2-trimethylsilylethoxymethyl)benzimidazol-5-yl]oxy-quinoxalin-2-yl]pyrazol-1-yl]cyclohexanone ClC=1C(=CC=C2N=CC(=NC12)C=1C=NN(C1)C1CCC(CC1)=O)OC1=CC2=C(N=C(N2COCC[Si](C)(C)C)C)C=C1